NC1=NC=CC2=C1C(=NN2[C@H]2C[C@@H](N(C2)C(C=C)=O)C)C#CC2=CC1=C(N(C=N1)C1CC1)C=C2F 1-((2S,4S)-4-(4-amino-3-((1-cyclopropyl-6-fluoro-1H-benzo[d]imidazol-5-yl)ethynyl)-1H-pyrazolo[4,3-c]pyridin-1-yl)-2-methylpyrrolidin-1-yl)prop-2-en-1-one